NC1(CCN(CC1)C1=CN=C(C(=N1)N)C1=C(C(=CC=C1)Cl)Cl)C 6-(4-amino-4-methyl-1-piperidyl)-3-(2,3-dichlorophenyl)-2-pyrazinamine